1-(2-methoxyethyl)-4-methyl-pyrazol-3-amine COCCN1N=C(C(=C1)C)N